[Pd+2].ClC(C(C)(C)P(C1=CC=C(C=C1)N(C)C)C(C)(C)C)Cl dichlorodi-tert-butyl-(4-dimethylaminophenyl)phosphine palladium(II)